NC1=CC(=NC=C1)C1=NC=CC=C1 4-amino-2,2'-bipyridine